rhodium(III) iodide [Rh](I)(I)I